ethyl 3-(1-benzofuran-4-yl)-1,2-thiazole-5-carboxylate O1C=CC2=C1C=CC=C2C2=NSC(=C2)C(=O)OCC